5-cyclopropyl-1-(1-methoxyisoquinolin-5-yl)-1H-pyrazole-4-carboxylic acid C1(CC1)C1=C(C=NN1C1=C2C=CN=C(C2=CC=C1)OC)C(=O)O